5-(3-(piperidin-4-yloxy)prop-1-yn-1-yl)pyridinamide N1CCC(CC1)OCC#CC=1C=CC(=NC1)C(=O)N